Cl.C(#N)C=1C=CC=C2C1NC([C@@]21CN[C@@H](C1)C(=O)N)=O (3R,5'S)-7-cyano-2-oxospiro[indole-3,3'-pyrrolidine]-5'-carboxamide hydrochloride